O=C(/C=C/C1=CC=C(C(=O)O)C=C1)C1=C(C=CC=C1)OCC1=CC=CC=C1 4-[(E)-3-Oxo-3-(2-phenylmethoxyphenyl)prop-1-enyl]benzoic acid